N-(4-mesitylthiazol-2-yl)heptanamide C1(=C(C(=CC(=C1)C)C)C=1N=C(SC1)NC(CCCCCC)=O)C